benzyl (1-(hydroxymethyl)cyclopropyl)carbamate OCC1(CC1)NC(OCC1=CC=CC=C1)=O